CC=1C([C@@H]([C@@H](CC1)C)C)=O cis-2,5,6-trimethylcyclohex-2-en-1-one